ClC1=CC=C(C=C1)N1N=C2C(=N1)C=CC(=C2)N(C)C 2-(4-chlorophenyl)-N,N-dimethyl-benzotriazol-5-amine